FC(C)(C)C1=NN=C(O1)C(=O)N1[C@@H](C2=C(CC1)NC=N2)C2=NN1C(C(=CC=C1)C(F)(F)F)=C2 (S)-(5-(2-fluoropropan-2-yl)-1,3,4-oxadiazol-2-yl)(4-(4-(trifluoromethyl)pyrazolo[1,5-a]pyridin-2-yl)-6,7-dihydro-1H-imidazo[4,5-c]pyridin-5(4H)-yl)methanone